FC1=CC=C(C=C1)C1=C(C=C(C(=C1)C1=NN(C=C1)C)CNC(C=C)=O)OC N-((4'-fluoro-2-methoxy-5-(1-methyl-1H-pyrazol-3-yl)-[1,1'-biphenyl]-4-yl)methyl)acrylamide